FC(C1=NC=NO1)(F)F 5-(trifluoromethyl)-1,2,4-oxadiazol